O[C@@]1(C(N(CC1)C)=O)C1=CC(=CC=C1)C=1N=C(SC1CO)C1=CN(C2=NC=CC=C21)S(=O)(=O)C2=CC=C(C)C=C2 (R)-3-Hydroxy-3-(3-(5-(hydroxymethyl)-2-(1-tosyl-1H-pyrrolo[2,3-b]pyridin-3-yl)thiazol-4-yl)phenyl)-1-methylpyrrolidin-2-one